C(C)(=O)[O-].C(CCCCCC)[NH+]1CC(CCC1)CC 1-Heptyl-3-ethylpiperidinium acetat